tetrahydro-2H-pyran-3,4,5-triol O1CC(C(C(C1)O)O)O